C(C1=CC=CC=C1)[N+](CCCC)(CCCC)CCCC benzyltri-n-butylammonium